BrC=1C(=C2C=NC(=NN2C1C(C)C)N[C@H]1[C@@H](CN(CC1)S(=O)(=O)C1=CC=CC=C1)F)F 6-bromo-5-fluoro-N-((3R,4R)-3-fluoro-1-(phenylsulfonyl)piperidin-4-yl)-7-isopropylpyrrolo[2,1-f][1,2,4]triazin-2-amine